FC(CC1N(CC=CC1)C(=O)N)(F)F (2,2,2-trifluoroethyl)-3,6-dihydropyridine-1(2H)-carboxamide